C(N)(=O)C1=CC=C2C=CC(=CC2=C1NCC(=C)C#N)C1=CC=CC(=N1)C(=O)NC1CN(CCC1)C 6-{7-carbamoyl-8-[(2-cyano-2-methylideneethyl)amino]naphthalen-2-yl}-N-(1-methylpiperidin-3-yl)pyridine-2-carboxamide